(2S,4R)-4-(2-(4-((4-fluoro-3-methylphenyl)carbamoyl)-1,3,5-trimethyl-1H-pyrrol-2-yl)-2-oxoacetamido)-1-methylpyrrolidine-2-carboxylic acid FC1=C(C=C(C=C1)NC(=O)C=1C(=C(N(C1C)C)C(C(=O)N[C@@H]1C[C@H](N(C1)C)C(=O)O)=O)C)C